N(=[N+]=[N-])CCCCCCCO 7-azidoheptane-1-ol